O[C@@H](CO)C1=C(C=C(C=2N=COC21)C2=CC=C(C=C2)C(F)(F)F)CNC(C=C)=O (R)-N-((7-(1,2-dihydroxyethyl)-4-(4-(trifluoromethyl)phenyl)benzo[d]oxazol-6-yl)methyl)acrylamide